trans-5-(3,4-dihydroisoquinolin-2(1H)-yl)-1-(6-((3-fluorophenyl)amino)pyrimidin-4-yl)azepin-4-ol C1N(CCC2=CC=CC=C12)C1=C(/C=C/N(C=C1)C1=NC=NC(=C1)NC1=CC(=CC=C1)F)O